N-(2-(diethylamino)ethyl)-2,4-dimethyl-1H-pyrrole-3-carboxamide hydrochloride Cl.C(C)N(CCNC(=O)C1=C(NC=C1C)C)CC